ClC=1C=C2C(=NC(=NC2=C(C1C=1C(=CC=C2C=NN(C12)C)F)F)N1CC(C1)N(C)C)N1C[C@H](N(C[C@@H]1C)C(C=C)=O)C 1-((2R,5S)-4-(6-chloro-2-(3-(dimethylamino)azetidin-1-yl)-8-fluoro-7-(6-fluoro-1-methyl-1H-indazol-7-yl)quinazolin-4-yl)-2,5-dimethylpiperazin-1-yl)prop-2-en-1-one